CC=1N(C(=CC1)C)C1=NN2C(C(=C(C(=C2)F)C2=NC(=CC=C2)C=2C=NN(C2)C(CC)C2=CC=C(C=C2)F)C)=N1 2-(2,5-dimethyl-1H-pyrrol-1-yl)-6-fluoro-7-(6-(1-(1-(4-fluorophenyl)-propyl)-1H-pyrazol-4-yl)pyridin-2-yl)-8-methyl-[1,2,4]triazolo[1,5-a]pyridine